2-(2-{[5-({2-[2-(9-carbazolylcarbonyloxy)ethoxy]ethoxy}methyl)-3-pyridyl]methoxy}ethoxy)ethyl 9-carbazolecarboxylate C1=CC=CC=2C3=CC=CC=C3N(C12)C(=O)OCCOCCOCC=1C=NC=C(C1)COCCOCCOC(=O)N1C2=CC=CC=C2C=2C=CC=CC12